[Co+2].C(C)(C)(C)C1=C(C(C=N[C@H]2[C@@H](CCCC2)N=CC=2C(O)=C(C=C(C2)C(C)(C)C)C(C)(C)C)=CC(=C1)C(C)(C)C)O (R,R)-N,N'-bis(3,5-di-tert-butylsalicylidene)-1,2-diaminocyclohexane cobalt (II)